O=C1N(C2=C(N1C1C(NC(CC1)=O)=O)C=CC(=C2)C2CCNCC2)CC(F)(F)F 3-[2-oxo-5-(4-piperidyl)-3-(2,2,2-trifluoroethyl)benzimidazol-1-yl]piperidine-2,6-dione